2-hydroxyethylOxazolidin-2-one OCCN1C(OCC1)=O